6-bromo-1-(cyclopropylmethyl)-7-fluoroquinazoline-2,4(1H,3H)-dione BrC=1C=C2C(NC(N(C2=CC1F)CC1CC1)=O)=O